ClCC1=NC=C(C=C1F)F 2-(chloromethyl)-3,5-difluoro-pyridine